Cl.C(OC[C@H]1CNCCO1)([2H])([2H])[2H] (R)-2-((methoxy-d3)methyl)morpholine hydrochloride